C(C)(C)(C)N1CCC2(CC1)OC1=CC=CC=C1C(C2)=O tert-butyl-4-oxospiro[chromane-2,4'-piperidine]